2-triethoxysilylethyl-N,N-dimethylthiocarbamoyl tetrasulfide C(C)O[Si](CCS=C(N(C)C)SSSSC(N(C)C)=SCC[Si](OCC)(OCC)OCC)(OCC)OCC